NC1=CC(=C(CN2CCN(CC2)CCO)C=C1)F 2-(4-(4-amino-2-fluorobenzyl)piperazin-1-yl)ethanol